5-(3-{(1S)-1-[(2-hydroxyethyl)amino]-2,3-dihydro-1H-inden-4-yl}-1,2,4-oxadiazol-5-yl)-2-[(propan-2-yl)oxy]benzonitrile, monohydrochloride Cl.OCCN[C@H]1CCC2=C(C=CC=C12)C1=NOC(=N1)C=1C=CC(=C(C#N)C1)OC(C)C